C1(=CC(=CC=C1)C1=NC(=NC=C1Cl)NC1CC(CCC1)C(=O)N1CCC(CC1)CN1CCC(CC1)C=1C=C2CN(C(C2=CC1)=O)C1C(NC(CC1)=O)=O)C1=CC=CC=C1 3-(5-(1-((1-(3-((4-([1,1'-biphenyl]-3-yl)-5-chloropyrimidin-2-yl)amino)cyclohexane-1-carbonyl)piperidin-4-yl)methyl)piperidin-4-yl)-1-oxoisoindolin-2-yl)piperidine-2,6-dione